4-(4-methylphenyl)-2-methyl-3-butyne-2-amine CC1=CC=C(C=C1)C#CC(C)(N)C